C1(CC1)C1=CC(=NC(=N1)OC1CNCC1)N1CC=2C(=NC=CC2C1=O)C1=C(C=CC=C1OC)F 2-(6-cyclopropyl-2-(pyrrolidin-3-yloxy)pyrimidin-4-yl)-4-(2-fluoro-6-methoxyphenyl)-2,3-dihydro-1H-pyrrolo[3,4-c]pyridin-1-one